mono(sec-butoxy)di(n-butoxy)aluminum C(C)(CC)O[Al](OCCCC)OCCCC